O1C(=NN=C1)CC1=CC(=C(CN2C(N(CCC2)C2=CC(=C(C=C2)OC)COCCCC)=O)C=C1)OC 1-(4-((1,3,4-oxadiazol-2-yl)methyl)-2-methoxybenzyl)-3-(3-(butoxymethyl)-4-methoxyphenyl)tetrahydropyrimidin-2(1H)-one